C(C1=CC=CC=C1)(=O)N1C(=NC=2N(C=NC2C1=O)[C@@H]1O[C@@H]([C@H]([C@H]1O[Si](C)(C)C(C)(C)C)OC=C)CO[Si](C)(C)C(C)(C)C)NC(C)=O N-(1-benzoyl-9-((2R,3R,4R,5R)-3-((tert-butyldimethylsilyl)oxy)-5-(((tert-butyldimethylsilyl)oxy)methyl)-4-(vinyloxy)tetrahydrofuran-2-yl)-6-oxo-6,9-dihydro-1H-purin-2-yl)acetamide